ClC=1C=C2CCN(CC2=C(C1)[C@H]1N(CCC1)C(=O)OC(C)(C)C)C(=O)N1CC(OCC1)(C)C tert-butyl (S)-2-(6-chloro-2-(2,2-dimethylmorpholine-4-carbonyl)-1,2,3,4-tetrahydroisoquinolin-8-yl)pyrrolidine-1-carboxylate